4-Methoxy-N-((S)-4-methyl-1-oxo-1-(2-(((S)-2-oxopyrrolidin-3-yl)methyl)hydrazineyl)pentan-2-yl)-1H-indole-2-carboxamide COC1=C2C=C(NC2=CC=C1)C(=O)N[C@H](C(NNC[C@H]1C(NCC1)=O)=O)CC(C)C